ClC1=CC=2N(C=C1F)C(=CN2)C(=O)NC2=C(C=CC(=C2)C2=NOC(=N2)[C@@H]2[C@H](C2)F)C 7-chloro-6-fluoro-N-[5-[5-[(1R,2S)-2-fluorocyclopropyl]-1,2,4-oxadiazol-3-yl]-2-methyl-phenyl]imidazo[1,2-a]pyridine-3-carboxamide